1-(4-isobutyl-3,4-dihydroquinoxalin-1(2H)-yl)-2-(pyrrolidin-1-yl)ethane C(C(C)C)N1CCN(C2=CC=CC=C12)CCN1CCCC1